(6S,8S,9R,10S,11S,13S,14S,17R)-17-acetyl-9-fluoro-11,17-dihydroxy-6,10,13-trimethyl-6,7,8,11,12,14,15,16-octahydrocyclopenta[a]phenanthren-3-one C(C)(=O)[C@]1(CC[C@H]2[C@@H]3C[C@@H](C4=CC(C=C[C@@]4([C@]3([C@H](C[C@]12C)O)F)C)=O)C)O